1-(6-phenylthieno[3,2-d]Pyrimidin-4-yl)-1H-1,2,4-triazole-3,5-diamine C1(=CC=CC=C1)C1=CC=2N=CN=C(C2S1)N1N=C(N=C1N)N